tert-Butyl 4-(2-([1-(1H-indol-3-yl)hexane-2-yl]carbamoyl)-1-benzothiophene-6-yl)piperazine-1-carboxylate N1C=C(C2=CC=CC=C12)CC(CCCC)NC(=O)C=1SC2=C(C1)C=CC(=C2)N2CCN(CC2)C(=O)OC(C)(C)C